6-(2-(5-Fluoro-6-methylpyridin-2-yl)-4-(((2-fluorophenyl)amino)methyl)-1H-imidazol-1-yl)imidazo[1,2-a]pyridine-3-carboxamide FC=1C=CC(=NC1C)C=1N(C=C(N1)CNC1=C(C=CC=C1)F)C=1C=CC=2N(C1)C(=CN2)C(=O)N